The molecule is a bile acid anion that is the conjugate base of hyodeoxycholic acid. It has a role as a human metabolite and a mouse metabolite. It is a conjugate base of a hyodeoxycholic acid. C[C@H](CCC(=O)[O-])[C@H]1CC[C@@H]2[C@@]1(CC[C@H]3[C@H]2C[C@@H]([C@H]4[C@@]3(CC[C@H](C4)O)C)O)C